N-(2-(2-methoxyethoxy)-5-(trifluoromethoxy)benzyl)-1-methylpiperidin-4-amine COCCOC1=C(CNC2CCN(CC2)C)C=C(C=C1)OC(F)(F)F